(S)-7-(4-(5-fluoro-2-(2-methoxyethoxy)phenyl)piperidin-1-yl)-5-oxa-2-azaspiro[3.4]Octane FC=1C=CC(=C(C1)C1CCN(CC1)[C@@H]1COC2(CNC2)C1)OCCOC